O[C@@H]1[C@@H](C2=CC=CC=C2C1)NC(=O)C1=CC2=C(N=C(S2)C=2C=NC(=CC2)C)C=C1 N-((1R,2S)-2-hydroxy-2,3-dihydro-1H-inden-1-yl)-2-(6-methylpyridin-3-yl)benzo[d]thiazole-6-carboxamide